BrC=1C(=CC(=C(C1)NC(=O)C1=CNC(C=C1C(F)(F)F)=O)N1CC(N(CC1)C)(C)C)F N-(5-bromo-4-fluoro-2-(3,3,4-trimethylpiperazin-1-yl)phenyl)-6-oxo-4-(trifluoromethyl)-1,6-dihydropyridine-3-carboxamide